C(C)C(COC(CCSC=1C=C(C=C(C1)SC)C=1C=NN(C1)C(=O)OC(C)(C)C)=O)CCCC tert-Butyl 4-(3-((3-((2-ethylhexyl)oxy)-3-oxopropyl)thio)-5-(methylthio)phenyl)-1H-pyrazole-1-carboxylate